8-(2-((dimethylamino)methyl)pyrimidin-5-yl)-5-(((5-fluoro-2,3-dihydrobenzofuran-4-yl)methyl)amino)imidazo[1,2-c]pyrimidine-2-carbonitrile CN(C)CC1=NC=C(C=N1)C=1C=2N(C(=NC1)NCC1=C(C=CC3=C1CCO3)F)C=C(N2)C#N